2-{4-bromo-3-fluoro-2-[(4-methoxyphenyl)methoxy]phenyl}-1,3-dioxolane BrC1=C(C(=C(C=C1)C1OCCO1)OCC1=CC=C(C=C1)OC)F